4-bromo-5-methoxy-2,3-dimethylbenzo[b]thiophene BrC1=C(C=CC=2SC(=C(C21)C)C)OC